C(C)C(=C(C(=O)O)CCCCCC)C1=CC=C(C=C1)OC.COC(C(=O)OCCCCCCCC)=CC1=CC=CC=C1 octyl methoxycinnamate (ethylhexyl p-methoxycinnamate)